adamantanediamide C12(C(C3CC(CC(C1)C3)C2)C(=O)N)C(=O)N